C(CCCCC)C1(C(C(C1O)(CCCCCC)CCCCCC)O)CCCCCC 2,2,4,4-tetra-n-hexylcyclobutane-1,3-diol